[NH4+].[Ru+3] ruthenium, ammonium salt